FC1=CC=C(C=C1)C(C)(C)N1C[C@@H](N(C[C@H]1C)N1N=C2C(N(C(C=C2)=O)C)=C1)C ((2S,5R)-4-(2-(4-fluorophenyl)propan-2-yl)-2,5-dimethylpiperazin-1-yl)-4-methyl-2,4-dihydro-5H-pyrazolo[4,3-b]pyridin-5-one